C(C1=CC=CC=C1)OC1CC(C1)(CO)CO [3-(benzyloxy)-1-(hydroxymethyl)cyclobutyl]methanol